CN(C1CCNCC1)CC(CC)C N-methyl-N-(2-methylbutyl)piperidin-4-amine